CC1=C(N)C(=CC=C1SC)C 2,6-Dimethyl-3-(methylthio)aniline